(S)-2-amino-3-(3-chloro-4-(3-(4-(8-chloro-5,6-dihydro-11H-benzo[5,6]cyclohepta[1,2-b]pyridin-11-ylidene)piperidin-1-yl)propoxy)phenyl)-propionic acid tri-hydrochloride Cl.Cl.Cl.N[C@H](C(=O)O)CC1=CC(=C(C=C1)OCCCN1CCC(CC1)=C1C2=C(CCC=3C1=NC=CC3)C=C(C=C2)Cl)Cl